COCC1(CCC=C(C1)C=O)C 5-(methoxymethyl)-5-methylcyclohex-1-enecarbaldehyde